[C@H]12CC(C[C@H](CC1)N2)N(C2=CC1=C(N=C(S1)C1=C(C=C(C=C1)C=1C=NNC1)O)S2)C 2-{5-[(1R,3R,5S)-8-azabicyclo[3.2.1]octan-3-yl(methyl)amino]thieno[2,3-d][1,3]-thiazol-2-yl}-5-(1H-pyrazol-4-yl)phenol